OC1=C(C=CC(=C1)O)CCCC1=C(C(=C(C=C1)O)C)O 4-(3-(2,4-dihydroxyphenyl)propyl)-2-methylbenzene-1,3-diol